N(=[N+]=[N-])CCC[NH-] 3-Azidopropylamide